3-(2-bromoacetyl)-6-(trifluoromethyl)pyridin-2(1H)-one BrCC(=O)C=1C(NC(=CC1)C(F)(F)F)=O